5-(3-(2-fluoroethyl)-2-methyl-3H-imidazo[4,5-b]pyridin-5-yl)-N-(cis-4-(4-methylpiperazin-1-yl)cyclohexyl)pyrrolo[2,1-f][1,2,4]triazin-2-amine FCCN1C(=NC=2C1=NC(=CC2)C=2C=CN1N=C(N=CC12)N[C@@H]1CC[C@@H](CC1)N1CCN(CC1)C)C